(2S,3R)-2-amino-3-(2-aminoethyl)-6-dihydroxyboryl-hexanoic acid dihydrochloride Cl.Cl.N[C@H](C(=O)O)[C@H](CCCB(O)O)CCN